(4-formyl-5-hydroxy-6-methyl-2-(1-(prop-2-yn-1-yl)-1H-1,2,3-triazol-4-yl) pyridin-3-yl)methyl phosphate P(=O)(OCC=1C(=NC(=C(C1C=O)O)C)C=1N=NN(C1)CC#C)([O-])[O-]